C1CC12CCN(CC2)C=2C=C(C=CC2C=2N=NN(C2)C=2C=C1C=CC=NC1=C(C2)N2CCC(CC2)(F)F)NS(=O)(=O)CCO N-(3-{6-azaspiro[2.5]octane-6-yl}-4-{1-[8-(4,4-difluoropiperidin-1-yl)quinoline-6-yl]-1H-1,2,3-triazol-4-yl}phenyl)-2-hydroxyethane-1-sulfonamide